(R)-1-(8-((2,3-dichlorophenyl)thio)imidazo[1,2-c]pyrimidin-5-yl)azepan-4-amine ClC1=C(C=CC=C1Cl)SC=1C=2N(C(=NC1)N1CC[C@@H](CCC1)N)C=CN2